S(=O)(=O)(O)C(C(=O)OCCCCCCCC)CC(=O)OCCCCCCCC dioctyl sulfo-succinate